mentholoxypropane-1,2-diol C1(CC(C(CC1)C(C)C)O)(C)OC(C(C)O)O